(S)-N'-((5-isopropyl-2,3-dihydro-1H-inden-4-yl)carbamoyl)-6,7-dihydro-5H-pyrazolo[5,1-b][1,3]oxazine-3-sulfonimidamide C(C)(C)C=1C(=C2CCCC2=CC1)NC(=O)N=[S@@](=O)(N)C=1C=NN2C1OCCC2